C(CCC(=O)OCCOC(C=C)=O)(=O)OCCOC(C=C)=O bis(2-acryloxyethyl) succinate